5-[4-[[3-[4-(3-aminopropoxy)-2,6-dimethylphenyl]phenyl]methoxy]phenyl]isothiazol-3-ol 1-oxide NCCCOC1=CC(=C(C(=C1)C)C=1C=C(C=CC1)COC1=CC=C(C=C1)C1=CC(=NS1=O)O)C